C(C)OC(CCCN1C(C2=CC=CC=C2C1=O)=O)OCC 2-(4,4-diethoxybutyl)-1H-isoindole-1,3(2H)-dione